(4-fluorobicyclo[2.2.1]heptan-1-yl)((2S,5S)-9-(phenylethynyl)-2,3-dihydro-2,5-methanopyrido[3,4-f][1,4]oxazepin-4(5H)-yl)methanone FC12CCC(CC1)(C2)C(=O)N2C[C@H]1OC3=C([C@@H]2C1)C=NC=C3C#CC3=CC=CC=C3